2,4-dimethoxy-5-(6-methyl-5-pyrrolidin-1-yl-pyridazin-3-yl)pyrimidine COC1=NC=C(C(=N1)OC)C=1N=NC(=C(C1)N1CCCC1)C